N-(4-(2-(4-Acrylamido-1-isopropyl-1H-pyrazol-3-yl)-3H-imidazo[4,5-b]pyridin-7-yl)-2-(trifluoromethyl)benzyl)-3-(tert-butyl)-1,2,4-oxadiazole-5-carboxamide C(C=C)(=O)NC=1C(=NN(C1)C(C)C)C1=NC=2C(=NC=CC2C2=CC(=C(CNC(=O)C3=NC(=NO3)C(C)(C)C)C=C2)C(F)(F)F)N1